FC(C(=O)NC1=NC(=CC=C1)CO)(OC1=CC=CC=C1)F 2,2-difluoro-N-(6-(hydroxymethyl)pyridin-2-yl)-2-phenoxyacetamide